[1-(3-bromophenyl)sulfonyl-azetidin-3-yl]Methanol BrC=1C=C(C=CC1)S(=O)(=O)N1CC(C1)CO